COC(C1=CC(=C(C=C1)C=1C=NC(=C(C1)OC(C)C1=C(C(=CC=C1Cl)F)Cl)N)C)=O 4-{6-amino-5-[1-(2,6-dichloro-3-fluoro-phenyl)-ethoxy]-pyridin-3-yl}-3-methyl-benzoic acid methyl ester